FC1=C(C=CC=C1)C1=CC=C(N1)C#N 5-(2-fluorophenyl)-1H-pyrrole-carbonitrile